CN(C)C(C)OCCN(C)C dimethylamino-2-dimethylamino-ethoxyethane